(R)-1-(tert-Butoxycarbonyl)-2,2-dimethylpiperidine-4-carboxylic acid C(C)(C)(C)OC(=O)N1C(C[C@@H](CC1)C(=O)O)(C)C